5,8-diethyl-7-hydroxy-6-dodecanone oxime C(C)C(CCCC)C(C(C(CCCC)CC)O)=NO